CC(C(C)NC1=NC=CC(=N1)C(=O)NC=1C=NC=CC1C1=CC=C(C=C1)F)(C)C 2-((3,3-dimethylbut-2-yl)amino)-N-(4-(4-fluorophenyl)pyridin-3-yl)pyrimidine-4-carboxamide